N-[1-(trifluoromethylsulfonyl)azetidin-3-yl]Benzamide FC(S(=O)(=O)N1CC(C1)NC(C1=CC=CC=C1)=O)(F)F